1-(3-(((S)-2,2-dimethyl-1,3-dioxolan-4-yl)methoxy)-4-methyl-1-phenyl-1H-pyrazol-5-yl)-3-((3R,4S)-4-phenyl-1-(2,2,2-trifluoroethyl)pyrrolidin-3-yl)urea CC1(OC[C@@H](O1)COC1=NN(C(=C1C)NC(=O)N[C@H]1CN(C[C@@H]1C1=CC=CC=C1)CC(F)(F)F)C1=CC=CC=C1)C